N1=C(C=CC=C1)CC1CCN(CC1)C(=O)C=1C=CC2=C(NC(CO2)=O)C1 6-[4-(pyridin-2-ylmethyl)piperidine-1-carbonyl]-4H-1,4-benzoxazin-3-one